C(CCC)C1=NC2(C(N1CC1=CC=C(C=C1)C1=C(C=CC=C1)C#N)=O)CCCC2 2-butyl-3-[(2'-cyano-1,1'-biphenyl-4-yl)methyl]-1,3-diazaspiro[4.4]non-1-ene-4-one